6-(imidazo[1,2-a]pyrazine-3-carbonyl)-N-(3-(tri-fluoromethyl)phenyl)-4,5,6,7-tetrahydrothieno-[2,3-c]pyridine-3-carboxamide N=1C=C(N2C1C=NC=C2)C(=O)N2CC1=C(CC2)C(=CS1)C(=O)NC1=CC(=CC=C1)C(F)(F)F